p-ethyl-benzenesulfonyl chloride C(C)C1=CC=C(C=C1)S(=O)(=O)Cl